(9Z,12Z)-(1S,2R,4S)-4-(2-amino-6-oxo-1H-purin-9(6H)-yl)-2-(hydroxymethyl)-3-methylenecyclopentyl octadeca-9,12-dienoate C(CCCCCCC\C=C/C\C=C/CCCCC)(=O)O[C@@H]1[C@H](C([C@H](C1)N1C=2N=C(NC(C2N=C1)=O)N)=C)CO